CC1(COC1)CS(=O)(=O)CC1=CC=C(C=C1)NC=1N=CC2=C(N1)CN(CC2)C(=O)OC(C)(C)C tert-butyl 2-[(4-{[(3-methyloxetan-3-yl)methanesulfonyl]methyl}phenyl)amino]-5H,6H,7H,8H-pyrido[3,4-d]pyrimidine-7-carboxylate